CC(=C[C@@H]1C=C(C(=O)O1)[C@@H]2CC[C@]3([C@]2(CC[C@H]4C3=CC[C@@H]5[C@@]4(CCC(=O)C5(C)C)C)C)C)C The molecule is a tirucallane triterpenoid isolated from Dysoxylum lenticellatum. It has a role as a plant metabolite. It is a butenolide, a cyclic terpene ketone and a tirucallane triterpenoid.